C1(CCCC1)NC1=CC=C(C=C1)C1CC(CN2C(C3=C(CC12)C=CC=C3)=O)C(=O)NC3=CC(=C(C=C3)C)C(F)(F)F [4-(cyclopentyl-amino)phenyl]-N-[4-methyl-3-(trifluoromethyl)phenyl]-6-oxo-1,2,3,4,11,11a-hexahydrobenzo[b]-quinolizine-3-carboxamide